NC=1C(=NC=C(N1)N1CCC(CC1)(C)CN)SC1=C2C(=NC=C1)NC(C2(F)F)=O 4-((3-amino-5-(4-(aminomethyl)-4-methyl-piperidin-1-yl)pyrazin-2-yl)thio)-3,3-difluoro-1H-pyrrolo[2,3-b]pyridin-2(3H)-one